C(C)(=O)NC1=C(C(=O)NC=2SC(=C(N2)C)[N+](=O)[O-])C=CC(=C1)NCCNC(C[C@H]1C=2N(C3=C(C(=N1)C1=CC=C(C=C1)Cl)C(=C(S3)C)C)C(=NN2)C)=O (S)-2-acetamido-4-((2-(2-(4-(4-chlorophenyl)-2,3,9-trimethyl-6H-thieno[3,2-f][1,2,4]triazolo[4,3-a][1,4]diazepin-6-yl)acetamido)ethyl)amino)-N-(4-methyl-5-nitrothiazol-2-yl)benzamide